(pyridine) copper (II) trifluoromethanesulfonate FC(S(=O)(=O)[O-])(F)F.[Cu+2].N1=CC=CC=C1.FC(S(=O)(=O)[O-])(F)F